N1(N=CC=C1)CC=1C=C2C(=CC=NC2=CC1)C(=O)NCC(=O)N1CSC[C@H]1C#N (R)-6-((1H-Pyrazol-1-yl)methyl)-N-(2-(4-cyanothiazolidin-3-yl)-2-oxoethyl)quinoline-4-carboxamide